ClC=1C=CC(=C(C(=O)O)C1)OC[C@]1([C@@H](CN(CC1)C1=C(C=C(C=C1F)Cl)F)O)O 5-chloro-2-[[(3R,4R)-1-(4-chloro-2,6-difluorophenyl)-3,4-dihydroxypiperidin-4-yl]methoxy]benzoic acid